tert-butyl (cyclobutylmethyl)((3R)-1-(6-(1-((5-methoxypyridin-3-yl)amino)-1-oxopropan-2-yl)pyridazin-3-yl)piperidin-3-yl)carbamate C1(CCC1)CN(C(OC(C)(C)C)=O)[C@H]1CN(CCC1)C=1N=NC(=CC1)C(C(=O)NC=1C=NC=C(C1)OC)C